(S)-6-acetyl-8-cyclopentyl-2-((5-(1-(4-(1-hydroxyethyl)phenyl)piperidin-4-yl)pyridin-2-yl)amino)-5-methylpyrido[2,3-d]pyrimidin-7(8H)-one C(C)(=O)C1=C(C2=C(N=C(N=C2)NC2=NC=C(C=C2)C2CCN(CC2)C2=CC=C(C=C2)[C@H](C)O)N(C1=O)C1CCCC1)C